C12(C(C(C(=CC1)C2(C)C)=O)=O)C camphene-2,3-dione